NC(C#CC1=CC(=C(OCCCC2=C(N=C(S2)N2CCCC3=C2N=NC(=C3C)Cl)C(=O)OC)C=C1)F)(C)C methyl 5-[3-[4-(3-amino-3-methyl-but-1-ynyl)-2-fluoro-phenoxy]propyl]-2-(3-chloro-4-methyl-6,7-dihydro-5H-pyrido[2,3-c]pyridazin-8-yl)thiazole-4-carboxylate